5-Bromo-6-(((dimethylamino)methylidene)amino)-3-methylpyridine-2-carboxylic acid methyl ester COC(=O)C1=NC(=C(C=C1C)Br)N=CN(C)C